C(#N)C=1C(=NC=2NCCCC2C1)CCCCCC[C@@H](CC(=O)O)C=1C=NC(=NC1)C (3S)-9-(3-cyano-5,6,7,8-tetrahydro-1,8-naphthyridin-2-yl)-3-(2-methylpyrimidin-5-yl)nonanoic acid